2-(azepan-1-yl)-5,6-dimethyl-N-(3-sulfamoylphenyl)pyridine-3-carboxamide N1(CCCCCC1)C1=NC(=C(C=C1C(=O)NC1=CC(=CC=C1)S(N)(=O)=O)C)C